C(C)(C)(C)OC(=O)N1CC2(CC2)[C@@H]([C@@H]1CC=1C(=C(C=CC1)C1=CC(=CC(=C1)F)F)F)NS(=O)(=O)CF (6S,7S)-7-(fluoromethylsulfonylamino)-6-((2,3',5'-trifluoro-[1,1'-biphenyl]-3-yl)methyl)-5-azaspiro[2.4]heptane-5-carboxylic acid tert-butyl ester